C1(CC1)C#CCNC(=O)N1C=NC2=C1C=CC=C2N2CCN(CC2)C N-(3-Cyclopropylprop-2-ynyl)-4-(4-methylpiperazin-1-yl)-1H-benzo[d]imidazole-1-carboxamide